2-Methyl-5-(3-cyanophenyl)-N-(3-(2-(methoxyimino)propyl)-1,2,4-thiadiazol-5-yl)furan-3-Formamide CC=1OC(=CC1C(=O)NC1=NC(=NS1)CC(C)=NOC)C1=CC(=CC=C1)C#N